4,6-dimethyl-2-sulfanylpyrimidine CC1=NC(=NC(=C1)C)S